zinc bis(difluoromethanesulfinate) FC(S(=O)[O-])F.FC(S(=O)[O-])F.[Zn+2]